N(=[N+]=[N-])[C@]1([C@H](C[C@@H](O1)C1=CC(=C2C(=NC=NN21)NC(C2=CC=CC=C2)=O)I)O)CO N-(7-((2R,4S,5R)-5-azido-4-hydroxy-5-(hydroxymethyl)tetrahydrofuran-2-yl)-5-iodopyrrolo[2,1-f][1,2,4]triazin-4-yl)benzamide